di(aminopropyl) ether NCCCOCCCN